C=C(C(=O)O)CC(OC(C)(C)C1=CC=C(C=C1)C(F)(F)F)=O 2-methylene-4-oxo-4-((2-(4-(trifluoromethyl)phenyl)propan-2-yl)oxy)butanoic acid